NC1=NC=C(C=N1)C#CC=1C=C(C(=O)OC)C=CC1C methyl 3-[2-(2-aminopyrimidin-5-yl)ethynyl]-4-methyl-benzoate